N-(6-(N-(5-benzyl-4-(3-chloro-4-fluorophenyl)thiazol-2-yl)sulfamoyl)-5-methylpyridin-3-yl)acetamide C(C1=CC=CC=C1)C1=C(N=C(S1)NS(=O)(=O)C1=C(C=C(C=N1)NC(C)=O)C)C1=CC(=C(C=C1)F)Cl